methyl (2-((2-fluorophenyl)amino)-2-oxoacetyl)-L-leucinate FC1=C(C=CC=C1)NC(C(=O)N[C@@H](CC(C)C)C(=O)OC)=O